(2,2,3,3-tetrafluorocyclobutyl)methyl 4-methylbenzenesulfonate CC1=CC=C(C=C1)S(=O)(=O)OCC1C(C(C1)(F)F)(F)F